C1(CC2C(CC1)O2)C(C[Si](OC)(OC)OC)CCCC 2-(3,4-epoxycyclohexyl)hexyltrimethoxysilane